C(C)(=O)N1CC(N(CC1)C1=NN(C(=C1Br)C)C1CC2(CN(C2)C(C=C)=O)C1)C 1-(6-(3-(4-Acetyl-2-methylpiperazin-1-yl)-4-bromo-5-methyl-1H-pyrazol-1-yl)-2-azaspiro[3.3]heptan-2-yl)prop-2-en-1-one